3-(hydroxymethyl)-5-(4-(hydroxymethyl)piperazin-1-yl)-2,3-dihydro-1,4-benzodioxine OCC1OC2=C(OC1)C=CC=C2N2CCN(CC2)CO